5-[({1-[2-Fluoro-4-(trifluoromethoxy)phenyl]cyclopropyl}carbonyl)amino]-2-(1-propyl-1H-pyrazol-4-yl)benzoic acid FC1=C(C=CC(=C1)OC(F)(F)F)C1(CC1)C(=O)NC=1C=CC(=C(C(=O)O)C1)C=1C=NN(C1)CCC